NC(C(CNC(=O)N1C(C(NC2=C(C1)C=CC=C2)=O)C(C)CC)(C)C)=O N-(3-amino-2,2-dimethyl-3-oxopropyl)-3-(sec-butyl)-2-oxo-1,2,3,5-tetrahydro-4H-benzo[1,4]diazepine-4-carboxamide